ClC1=NC=C(C(=N1)Cl)COC1CC(C1)(C(=O)OC)C methyl (1r,3r)-3-[(2,4-dichloro-5-pyrimidinyl)methoxy]-1-methylcyclobutanecarboxylate